BrC1=CC=CC=2C3=CC(=CC=C3NC12)Br 1,6-dibromo-9H-carbazole